(R)-(4-(6-methylpyrazolo[1,5-a]pyridin-2-yl)-6,7-dihydro-1H-imidazo[4,5-c]pyridin-5(4H)-yl)(5-(pyridin-2-yl)-1,3,4-oxadiazol-2-yl)methanone CC=1C=CC=2N(C1)N=C(C2)[C@@H]2N(CCC1=C2N=CN1)C(=O)C=1OC(=NN1)C1=NC=CC=C1